5-(2-acetyl-5-chlorophenyl)-2-(4-methoxybenzyl)-6-(oxetan-3-yloxy)pyridazin-3(2H)-one C(C)(=O)C1=C(C=C(C=C1)Cl)C1=CC(N(N=C1OC1COC1)CC1=CC=C(C=C1)OC)=O